(5-((4-cyanophenethyl)amino)-6-oxo-2-phenylpyrimidin-1(6H)-yl)acetic acid C(#N)C1=CC=C(CCNC2=CN=C(N(C2=O)CC(=O)O)C2=CC=CC=C2)C=C1